[Si](C1=CC=CC=C1)(C1=CC=CC=C1)(C(C)(C)C)OCC1CCC(CO1)CC#N (6-(((tert-butyldiphenylsilyl)oxy)methyl)tetrahydro-2H-pyran-3-yl)acetonitrile